2,4,6-triformylphenol C(=O)C1=C(C(=CC(=C1)C=O)C=O)O